(R)-1-(3-((6-(1-methyl-1H-pyrazol-4-yl)pyrazolo[1,5-a]pyrazin-4-yl)oxy)piperidin-1-yl)prop-2-yn-1-one CN1N=CC(=C1)C=1N=C(C=2N(C1)N=CC2)O[C@H]2CN(CCC2)C(C#C)=O